magnesium-nickel-cobalt [Co].[Ni].[Mg]